1,2-dioleoyl-sn-glycero-3-phosphopropanol C(CCCCCCC\C=C/CCCCCCCC)(=O)OC[C@@H](OC(CCCCCCC\C=C/CCCCCCCC)=O)COP(=O)(O)OCCC